p-toluenesulfonyl-5-methyl-3-trifluoroacetylindole CC1=CC=C(C=C1)S(=O)(=O)C=1NC2=CC=C(C=C2C1C(C(F)(F)F)=O)C